(R)-(4-(4-((1-(2-methyl-3-(trifluoromethyl)phenyl)ethyl)amino)quinolin-6-yl)piperazin-1-yl)(oxetan-3-yl)methanone CC1=C(C=CC=C1C(F)(F)F)[C@@H](C)NC1=CC=NC2=CC=C(C=C12)N1CCN(CC1)C(=O)C1COC1